6-amino-8,9-dihydro-7H-cyclopenta[c][1,7]naphthyridine-2-carboxylic acid NC1=NC2=CN=C(C=C2C2=C1CCC2)C(=O)O